C1(=CC=CC2=CC3=CC=CC=C3C=C12)S anthracenethiol